3-{4-[(1,5-dimethyl-1H-pyrazol-3-yl)sulfamoyl]phenyl}-1-(pyridin-3-ylmethyl)urea CN1N=C(C=C1C)NS(=O)(=O)C1=CC=C(C=C1)NC(NCC=1C=NC=CC1)=O